(3Z)-14,14-diheptyloxy-3-tetradecen-1-ol C(CCCCCC)OC(CCCCCCCCC\C=C/CCO)OCCCCCCC